C(C)(C)(C)OC(=O)N(C1=C2N=CN(C2=NC(=N1)OC)C1CCC(CC1)C(=O)O)C(=O)OC(C)(C)C 4-{6-[bis(tert-butyloxycarbonyl)amino]-2-methoxy-9H-purin-9-yl}cyclohexanecarboxylic acid